4-chloro-N-methylquinoline-6-carboxamide ClC1=CC=NC2=CC=C(C=C12)C(=O)NC